FC(S(=O)(=O)OC1=CC=C(C=C1)[C@H](CO[Si](C(C)(C)C)(C)C)NC(OC(C)(C)C)=O)(F)F (R)-4-(2,2,3,3,10,10-Hexamethyl-8-oxo-4,9-dioxa-7-aza-3-silaundecan-6-yl)phenyl trifluoromethanesulfonate